N-((1-((4-fluorophenyl)sulfonyl)-5-(2-fluoropyridin-3-yl)-1H-pyrrol-3-yl)methyl)methane-d3-amine FC1=CC=C(C=C1)S(=O)(=O)N1C=C(C=C1C=1C(=NC=CC1)F)CNC([2H])([2H])[2H]